2-((4-fluorophenyl)thio)-1-(2-(5-(trifluoromethyl)-1,2,4-oxadiazol-3-yl)-6,7-dihydrothieno[3,2-c]pyridin-5(4H)-yl)ethan-1-one FC1=CC=C(C=C1)SCC(=O)N1CC2=C(CC1)SC(=C2)C2=NOC(=N2)C(F)(F)F